5-methyl-2-benzofuran-1,3-dione CC1=CC2=C(C(OC2=O)=O)C=C1